FN1N=C2C=C(C=CC2=C1)I fluoro-6-iodo-2H-indazol